COC1=C(C(=CC(=C1)C=C(C)C)OC)C1=C2CC(N(C2=CC=C1C)CC)=O 4-(2,6-dimethoxy-4-(2-methylprop-1-en-1-yl)phenyl)-1-ethyl-5-methylindolin-2-one